(S)-6-(1-amino-1,3-dihydrospiro[indene-2,4'-piperidin]-1'-yl)-3-(1-(4-fluorophenyl)cyclopropyl)-1,5-dihydro-4H-pyrazolo[3,4-d]pyrimidin-4-one N[C@@H]1C2=CC=CC=C2CC12CCN(CC2)C=2NC(C1=C(N2)NN=C1C1(CC1)C1=CC=C(C=C1)F)=O